dimethyl 4,4'-[[1,1'-binaphthalene]-2,2'-diylbis(oxymethylene)]dibenzoate C1(=C(C=CC2=CC=CC=C12)OCC1=CC=C(C(=O)OC)C=C1)C1=C(C=CC2=CC=CC=C12)OCC1=CC=C(C(=O)OC)C=C1